5-(6-fluoro-2-(((3S,4R)-3-fluoro-1-(oxetan-3-yl)piperidin-4-yl)amino)-4-methoxypyrrolo[2,1-f][1,2,4]triazin-5-yl)-N-methylpyrazolo[1,5-a]pyridine-3-carboxamide FC=1C(=C2C(=NC(=NN2C1)N[C@H]1[C@H](CN(CC1)C1COC1)F)OC)C1=CC=2N(C=C1)N=CC2C(=O)NC